p-hydroxyphenyl isothiocyanate OC1=CC=C(C=C1)N=C=S